C(C)N1N=NC=C1OC1=CC=C(C=C1)C#CC=1C=NC(=CC1)OC ethyl-5-(4-((6-methoxypyridin-3-yl)ethynyl)phenoxy)-1H-1,2,3-triazole